17,17-dimethoxy-3,5-heptadecadiene COC(CCCCCCCCCCC=CC=CCC)OC